methyl 4-amino-3-hydroxy-5-(5-methylthiazol-2-yl)benzoate NC1=C(C=C(C(=O)OC)C=C1C=1SC(=CN1)C)O